1-((1-(2,3-difluoro-4-(isoxazol-4-yl)phenyl)piperidin-4-yl)methyl)pyrrolidin-2-one FC1=C(C=CC(=C1F)C=1C=NOC1)N1CCC(CC1)CN1C(CCC1)=O